C(C)C1=NN(C(=C1)CN1CC2(CC1)CCNCC2)C2CCOCC2 2-((3-ethyl-1-(tetrahydro-2H-pyran-4-yl)-1H-pyrazol-5-yl)methyl)-2,8-diazaspiro[4.5]decane